NC1=NC=NN2C1=C(C=C2C2CCN(CC2)S(=O)(=O)C)C2=CC=C(C=C2)C2=C(C(N(C=C2)C2=CC=C(C=C2)F)=O)C(=O)N (4-{4-amino-7-[1-(methylsulfonyl)piperidin-4-yl]pyrrolo[2,1-f][1,2,4]triazin-5-yl}phenyl)-1-(4-fluorophenyl)-2-oxo-1,2-dihydropyridine-3-carboxamide